5-[4-(Difluoromethoxy)benzenesulfonyl]-N-[(5-methyl-1,2-oxazol-3-yl)methyl]-1H,2H,3H,4H,5H,6H-pyrrolo[3,4-c]pyrrol-2-carboxamide FC(OC1=CC=C(C=C1)S(=O)(=O)N1CC2=C(C1)CN(C2)C(=O)NCC2=NOC(=C2)C)F